bis-{4-(benzooxazol-2-yl)phenyl}-(9,9-diphenyl-9H-fluoren-2-yl)-amine O1C(=NC2=C1C=CC=C2)C2=CC=C(C=C2)N(C2=CC=1C(C3=CC=CC=C3C1C=C2)(C2=CC=CC=C2)C2=CC=CC=C2)C2=CC=C(C=C2)C=2OC1=C(N2)C=CC=C1